7-(8-methoxy-2-methyl-imidazo[1,2-b]pyridazin-6-yl)-2-[(7R)-4-azaspiro[2.5]oct-7-yl]thiazolo[3,2-a]pyrimidin-5-one COC=1C=2N(N=C(C1)C=1N=C3N(C(C1)=O)C=C(S3)[C@@H]3CCNC1(CC1)C3)C=C(N2)C